C(CCCC)(=O)OC1=C(C=C(C(=C1)O)C(C)(C)C)C(C)(C)C 2,4-di-tert-butyl-5-hydroxyphenyl valerate